4-(1-cyclopropyl-2-oxo-5-phenyl-1,2-dihydropyridin-4-yl)-2-(2,4-difluorophenyl)-6-methyl-1,6-dihydro-7H-pyrrolo[2,3-c]pyridin-7-one C1(CC1)N1C(C=C(C(=C1)C1=CC=CC=C1)C=1C2=C(C(N(C1)C)=O)NC(=C2)C2=C(C=C(C=C2)F)F)=O